(1r,4r)-N1-(4-(4-(trifluoromethyl)piperidin-1-yl)phenyl)cyclohexane-1,4-diamine FC(C1CCN(CC1)C1=CC=C(C=C1)NC1CCC(CC1)N)(F)F